tert-butyl 3-(5-amino-2-chloro-phenyl)-1,4-oxazepan-4-carboxylate NC=1C=CC(=C(C1)C1COCCCN1C(=O)OC(C)(C)C)Cl